N-(4-(5-(4-((1R,5S)-2-azabicyclo[3.1.0]hexane-2-carbonyl)phenyl)-4-amino-7-methyl-7H-pyrrolo[2,3-d]pyrimidin-6-yl)-3-fluorophenyl)methacrylamide [C@@H]12N(CC[C@H]2C1)C(=O)C1=CC=C(C=C1)C1=C(N(C=2N=CN=C(C21)N)C)C2=C(C=C(C=C2)NC(C(=C)C)=O)F